styrene-benzonitrile C(=CC1=CC=CC=C1)C1=CC=CC=C1C#N